1-((2R,5S)-4-(7-(benzofuran-4-yl)-6-chloro-2-(3-(dimethylamino)azetidin-1-yl)-8-fluoroquinazolin-4-yl)-2,5-dimethylpiperazin-1-yl)prop-2-en-1-one O1C=CC2=C1C=CC=C2C2=C(C=C1C(=NC(=NC1=C2F)N2CC(C2)N(C)C)N2C[C@H](N(C[C@@H]2C)C(C=C)=O)C)Cl